C(C)C1=NC2=C(N1C/C(=C/CN)/F)C=CC=C2C2=CC(=CC=C2)S(=O)(=O)C (Z)-4-(2-ethyl-4-(3-(methylsulfonyl)phenyl)-1H-benzo[d]imidazol-1-yl)-3-fluorobut-2-en-1-amine